C[C@@H]1CN(CC[C@@H]1NC1=NN2C(C=NC(=C2OC2CC(OCC2)C(F)(F)F)C=2C=NNC2)=N1)S(=O)(=O)C N-((3R,4S)-3-Methyl-1-(methylsulfonyl)piperidin-4-yl)-6-(1H-pyrazol-4-yl)-5-((2-(trifluoromethyl)tetrahydro-2H-pyran-4-yl)oxy)-[1,2,4]triazolo[1,5-a]pyrazin-2-amine